1-[4-(2-methyl-5-nitro-pyrazol-3-yl)pyrimidin-2-yl]piperidine-4-carboxylic acid CN1N=C(C=C1C1=NC(=NC=C1)N1CCC(CC1)C(=O)O)[N+](=O)[O-]